BrC=1C=C(C=NC1)S(=O)(=O)N(C(C(F)(F)F)C1=CC=C(C=C1)F)CC 5-bromo-N-ethyl-N-(2,2,2-trifluoro-1-(4-fluorophenyl)ethyl)pyridine-3-sulfonamide